2-(2,6-dioxopiperidin-3-yl)-5-(methyl(2-((pyridin-3-ylmethyl)amino)cyclohexyl)amino)isoindoline-1,3-dione O=C1NC(CCC1N1C(C2=CC=C(C=C2C1=O)N(C1C(CCCC1)NCC=1C=NC=CC1)C)=O)=O